N-(2-ethyl-5-methyl-2,3-dihydrobenzofuran-3-yl)-2-oxo-6-(trifluoromethyl)-1,2-dihydropyridine-3-carboxamide C(C)C1OC2=C(C1NC(=O)C=1C(NC(=CC1)C(F)(F)F)=O)C=C(C=C2)C